C1(=CC=CC=C1)C1=CC=CC=2N(C3=CC=CC(=C3C12)C1=CC=CC=C1)C1=CC=C(C=C1)C=1C(=C(C(=NC1N1C2=C(C=3C=CC=CC13)C=NC=C2)N2C1=C(C=3C=CC=CC23)C=NC=C1)N1C2=C(C=3C=CC=CC13)C=NC=C2)C2=CC=CC=C2 5,5',5''-(5-(4-(4,5-diphenyl-9H-carbazol-9-yl)phenyl)-4-phenylpyridine-2,3,6-triyl)tris(5H-pyrido[4,3-b]indole)